1-(2,6-dimethylpyridin-3-yl)-N-((5-(thiazol-5-yl)-1,3,4-thiadiazol-2-yl)methyl)-1H-1,2,3-triazole-4-carboxamide CC1=NC(=CC=C1N1N=NC(=C1)C(=O)NCC=1SC(=NN1)C1=CN=CS1)C